C(C)(C)OC1=NC(=CC(=C1)B1OC(C(O1)(C)C)(C)C)C(F)(F)F 2-isopropoxy-4-(4,4,5,5-tetramethyl-1,3,2-dioxaborolan-2-yl)-6-trifluoromethylpyridine